CN1C=NC=C1C=1N=C(SC1)C(=O)NC1CCC2(CN(C2)C(=O)OC(C)(C)C)CC1 tert-butyl 7-(4-(1-methyl-1H-imidazol-5-yl)thiazole-2-carboxamido)-2-azaspiro[3.5]nonane-2-carboxylate